(R)-3-(4-Bromo-1H-pyrazol-1-yl)-3-cyclopentylpropionic acid methyl ester COC(C[C@H](C1CCCC1)N1N=CC(=C1)Br)=O